[Ca].[Li].[K].[Na] sodium potassium lithium calcium salt